2-(1,3-dioxoisoindolin-2-yl)-3-phenylpropanoyl chloride O=C1N(C(C2=CC=CC=C12)=O)C(C(=O)Cl)CC1=CC=CC=C1